N-(4-methoxyphenyl)-4-methoxybenzamide COC1=CC=C(C=C1)NC(C1=CC=C(C=C1)OC)=O